N1=C(C=CC=2CCCNC12)CCCCNC(C[C@H](NC(=O)C1CN(C1)S(=O)(=O)C1=CC(=CC=C1)C)C(=O)O)=O N4-(4-(5,6,7,8-tetrahydro-1,8-naphthyridin-2-yl)butyl)-N2-(1-(3-methylbenzenesulfonyl)azetidine-3-carbonyl)-L-asparagine